CC1=CC(=C(C=C1)S(=O)(=O)N1[C@@H](CCC1)C(=O)OC)O[C@H](C)CCC=O methyl ((4-methyl-2-(((R)-5-oxopentan-2-yl)oxy)phenyl)sulfonyl)-L-prolinate